ClC=1C=CC(=C(C1)NC(=O)C1=CC2=CC=CC=C2C=C1)C(NC(C(=O)NCCCN(C)C)CC1=CC=CC=C1)=O N-(5-chloro-2-((1-((3-(dimethylamino)propyl)amino)-1-oxo-3-phenylpropan-2-yl)carbamoyl)phenyl)-2-naphthamide